CN1N=C(C(=C1)C1=CC=C(N=N1)OCC1C[C@@H]2[C@@H](CN(C2)CC(CCC)C)C1)C (3aR,6aS)-5-[[6-(1,3-dimethylpyrazol-4-yl)pyridazin-3-yl]oxymethyl]-2-(2-methylpentyl)-3,3a,4,5,6,6a-hexahydro-1H-cyclopenta[c]pyrrole